C(C)(C)(C)C=1C(=C(C=CC1Cl)C1=CC=CC=C1)C(C)(C)C di-tert-butyl-4-chloro-1,1'-biphenyl